BrC=1C=C(C=2N(C1)C(=C(N2)C(=O)N(C)C)I)F 6-bromo-8-fluoro-3-iodo-N,N-dimethylimidazo[1,2-a]pyridine-2-carboxamide